acryloyl chlorid C(C=C)(=O)Cl